OC[C@H](C1=CC=CC=C1)NC1=NC(=NC=C1C1=NC(=NO1)C=1C=NC=CC1)NC1=CC=C2C(=N1)N(N(C2=O)COC)C(C)C (S)-6-((4-((2-hydroxy-1-phenylethyl)amino)-5-(3-(pyridin-3-yl)-1,2,4-oxadiazol-5-yl)pyrimidin-2-yl)amino)-1-isopropyl-2-(methoxymethyl)-1,2-dihydro-3H-pyrazolo[3,4-b]pyridin-3-one